C(C#CC)=O 2-butyn-1-one